FC1=C(C(=CC(=C1)OC)F)[C@H]1[C@@H](C(NC1)=O)NC=1OC(=NN1)C1C(C1)C1=C(C=CC=C1)OC (3s,4r)-4-(2,6-difluoro-4-methoxyphenyl)-3-({5-[2-(2-methoxyphenyl)cyclopropyl]-1,3,4-oxadiazol-2-yl}amino)pyrrolidin-2-one